FC1(C(C(C(C1(F)F)(C(F)(F)F)F)(F)F)=O)C(F)(F)F perfluoro(2,4-dimethyl-cyclopentanone)